OC[C@H](C1=CC=CC=C1)NC1=CC(=NC=C1C=1OC(=NN1)C=1C=NC=CC1)NC1=CC=C2C(=N1)N(NC2=O)C(C)C (S)-6-((4-((2-hydroxy-1-phenylethyl)amino)-5-(5-(pyridin-3-yl)-1,3,4-oxadiazol-2-yl)pyridin-2-yl)amino)-1-isopropyl-1,2-dihydro-3H-pyrazolo[3,4-b]pyridin-3-one